1-Cyclopentyl-7-(1-(2-hydroxy-2-methylpropyl)-1H-pyrazol-4-yl)-3-methyl-8-(1-methyl-1H-indazol-5-yl)-3,6-dihydroimidazo[4,5-d]pyrrolo[2,3-b]pyridin-2(1H)-one C1(CCCC1)N1C(N(C=2C1=C1C(=NC2)NC(=C1C=1C=C2C=NN(C2=CC1)C)C=1C=NN(C1)CC(C)(C)O)C)=O